CC(=CCC/C(=C/CC/C(=C/CC/C(=C\\CC/C(=C\\CC/C(=C\\CC/C(=C\\CC/C(=C\\CC/C(=C\\CC/C(=C\\CC/C(=C\\COP(=O)([O-])OP(=O)([O-])OC1[C@@H]([C@H]([C@@H]([C@H](O1)CO)O[C@H]2[C@@H]([C@H]([C@@H]([C@H](O2)CO)O)O)O)O)NC(=O)C)/C)/C)/C)/C)/C)/C)/C)/C)/C)/C)C The molecule is the dianion resulting from the removal of the two protons from the diphosphate group of beta-D-glucosyl-(1->4)-N-acetyl-D-glucosaminyl undecaprenyl diphosphate. It is a conjugate base of a beta-D-glucosyl-(1->4)-N-acetyl-D-glucosaminyl undecaprenyl diphosphate.